C1(=CC=CC=C1)N1C(=NC2=C1C=CC=C2)C2=CC=C(C=C2)NC2=CC=CC1=CC=CC=C21 N-(4-(1-phenyl-1H-benzimidazol-2-yl)phenyl)naphthalen-1-amine